(R)-2,4-dibromo-N-(5,5-difluoro-1-((4-fluorobicyclo[2.2.2]octan-1-yl)amino)hexan-2-yl)-5-methoxybenzenesulfonamide BrC1=C(C=C(C(=C1)Br)OC)S(=O)(=O)N[C@@H](CNC12CCC(CC1)(CC2)F)CCC(C)(F)F